Ethyl ((trans-4-((4-(2-cyclopropyloxazol-4-yl)pyridin-2-yl)((trans-4-(5-methoxy-6-methylpyridin-2-yl)cyclohexyl)methyl)carbamoyl)cyclohexyl)methyl)carbamate C1(CC1)C=1OC=C(N1)C1=CC(=NC=C1)N(C(=O)[C@@H]1CC[C@H](CC1)CNC(OCC)=O)C[C@@H]1CC[C@H](CC1)C1=NC(=C(C=C1)OC)C